3-ethylideneazetidine-1-carboxylic acid 1,1-dimethylethyl ester CC(C)(C)OC(=O)N1CC(C1)=CC